ClC1=C(C=CC(=C1)C1=NOC(=N1)C)C1=NC=C(C(=O)Cl)C=C1 6-(2-chloro-4-(5-methyl-1,2,4-oxadiazol-3-yl)phenyl)nicotinoyl chloride